ClC1=NC(=CC=C1)C1(COCC1)OC 2-chloro-6-(3-methoxytetrahydrofuran-3-yl)pyridin